2-((S)-4-((1S,8'R)-4-chloro-2'-(((S)-1-cyclobutylpyrrolidin-2-yl)methoxy)-8'-fluoro-2,3,5',8'-tetrahydro-6'H-spiro[indene-1,7'-quinazolin]-4'-yl)piperazin-2-yl)acetonitrile ClC1=C2CC[C@@]3(CCC=4C(=NC(=NC4[C@@H]3F)OC[C@H]3N(CCC3)C3CCC3)N3C[C@@H](NCC3)CC#N)C2=CC=C1